2-[(2E)-2-(aminomethyl)-3-fluoroprop-2-en-1-yl]-4-(3-bromophenyl)-2,4-dihydro-3H-1,2,4-triazol-3-one hydrochloride Cl.NC/C(/CN1N=CN(C1=O)C1=CC(=CC=C1)Br)=C\F